bis(4-(diphenylsulfonio) phenyl) sulfide C1(=CC=CC=C1)[S+](C1=CC=C(C=C1)SC1=CC=C(C=C1)[S+](C1=CC=CC=C1)C1=CC=CC=C1)C1=CC=CC=C1